CN1N=C(C(=C1)C(=O)O\N=C\C1=C(C=CC=C1)[N+](=O)[O-])C(F)(F)F (E)-2-nitrobenzaldehyde O-(1-methyl-3-(trifluoromethyl)-1H-pyrazole-4-carbonyl) oxime